OC(C)(C)[C@@H]1CN(CC1)C1=CC(=NC=N1)N1N=CC2=CC=C(C=C12)OC1CCC2=CC(=CC=C12)C#N 1-((1-(6-((S)-3-(2-hydroxypropan-2-yl)pyrrolidin-1-yl)pyrimidin-4-yl)-1H-indazol-6-yl)oxy)-2,3-dihydro-1H-indene-5-carbonitrile